alpha-bromo(methyl)acrylic acid BrC(C(=O)O)=CC